ClC1=CC(=C2CCN(CC2=C1)C(C(C)(C)O)=O)[C@H]1N(CCC1)C(=O)OC(C)(C)C tert-butyl (S)-2-(7-chloro-2-(2-hydroxy-2-methylpropanoyl)-1,2,3,4-tetrahydroisoquinolin-5-yl)pyrrolidine-1-carboxylate